N1CCC(CC1)N1C=NC2=C1C=C(C=C2)C2=CC=NC=C2 1-(piperidin-4-yl)-6-(pyridin-4-yl)-1H-benzo[d]imidazole